C(C=C)(=O)NC1=CC=C(C=C1)C1=C(C2=C(N=CN=C2N)N1C)C1CCC(CC1)C(=O)NC 4-(6-(4-acrylamidophenyl)-4-amino-7-methyl-7H-pyrrolo[2,3-d]pyrimidin-5-yl)-N-methylcyclohexane-1-carboxamide